C1(=CC=CC=C1)C1=C(C=CC=C1)S(=O)(=O)OC=1C=C(C=CC1)NC(=O)NC1=CC=C(C=C1)OS(=O)(=O)C1=C(C=CC=C1)C1=CC=CC=C1 N-[3-(o-phenylbenzenesulfonyloxy)phenyl]-N'-[4-(o-phenylbenzenesulfonyloxy)phenyl]urea